C(C)(C)OC(NC=1C=NC(=C(C1)OC)C=1SC(=CN1)C1=C(C=C(C=C1)NC(C)=O)S(NC(C)(C)C)(=O)=O)=O N-[6-[5-[4-acetamido-2-(tert-butylsulfamoyl)phenyl]thiazol-2-yl]-5-methoxy-3-pyridinyl]carbamic acid isopropyl ester